(S)-5-(4-hydroxyisoxazolidine-2-carbonyl)-1-isobutyl-3-methyl-6-(naphthalen-1-ylmethyl)-1,6-dihydro-2H-pyrrolo[3,4-d]pyrimidine-2,4(3H)-dione O[C@H]1CN(OC1)C(=O)C=1N(C=C2N(C(N(C(C21)=O)C)=O)CC(C)C)CC2=CC=CC1=CC=CC=C21